N-phenyl-N-(4''-(triphenyl-silyl)-[1,1':4',1''-terphenyl]-4-yl)phenanthrene-9-amine C1(=CC=CC=C1)N(C=1C2=CC=CC=C2C=2C=CC=CC2C1)C1=CC=C(C=C1)C1=CC=C(C=C1)C1=CC=C(C=C1)[Si](C1=CC=CC=C1)(C1=CC=CC=C1)C1=CC=CC=C1